N-[1-(1H-indol-3-ylmethyl)pentyl]-2-[6-oxo-8-(trifluoromethyl)-3,4-dihydro-1H-pyrido[1,2-a]pyrazin-2-yl]thiazole-5-carboxamide N1C=C(C2=CC=CC=C12)CC(CCCC)NC(=O)C1=CN=C(S1)N1CC=2N(CC1)C(C=C(C2)C(F)(F)F)=O